FC(C1=NC=C(C(=C1)C1=C(C=NC(=C1)C(=O)NN)C(=O)OC(C)(C)C)OC)F tert-Butyl 2'-(difluoromethyl)-6-(hydrazinecarbonyl)-5'-methoxy-[4,4'-bipyridine]-3-carboxylate